[4-(4-chloro-2-methylsulfonyl-phenyl)phenyl]azetidine ClC1=CC(=C(C=C1)C1=CC=C(C=C1)N1CCC1)S(=O)(=O)C